CO[Si](CCCNC(C(C)O)=O)(OC)OC N-(3-trimethoxysilylpropyl)-2-hydroxy-propanamide